C(CCC)C1=CC=C(C[C@@H]2[C@@H]([C@H](OC2)C2=CC(=C(C=C2)OC)OC)CO)C=C1 ((2S,3R,4R)-4-(4-Butylbenzyl)-2-(3,4-dimethoxyphenyl)tetrahydrofuran-3-yl)-methanol